2,2-difluoro-N-(9-oxo-2-(trifluoromethyl)-9H-indeno[2,1-d]pyrimidin-7-yl)propionamide FC(C(=O)NC1=CC=2C(C=3N=C(N=CC3C2C=C1)C(F)(F)F)=O)(C)F